S1C2=C(C=C1NN)C=CC=C2 (benzo[b]thiophen-2-yl)hydrazine